C(#N)C=1C=C(CC=2C=CC(=NC2)NC(=O)C2=NN(C(CC2)=O)C)C=CC1 N-(5-(3-cyanobenzyl)pyridin-2-yl)-1-methyl-6-oxo-1,4,5,6-tetrahydropyridazine-3-carboxamide